3-amino-5-fluoro-1-methyl-2,3,4,5-tetrahydro-1H-1-benzoazepin-2-one hydrochloride Cl.NC1C(N(C2=C(C(C1)F)C=CC=C2)C)=O